CN1N=C(C(=C1C)C(=O)NC1CCC(CC1)NC1=CC(=NC2=CC=C(C=C12)Cl)C(F)(F)F)C 1,3,5-trimethyl-N-[(1s,4s)-4-{[6-chloro-2-(trifluoromethyl)quinolin-4-yl]amino}cyclohexyl]-1H-pyrazole-4-carboxamide